3-(3-(difluoromethyl)bicyclo[1.1.1]pentan-1-yl)-1-(2-oxo-2-phenylethyl)quinoxalin-2(1H)-one FC(C12CC(C1)(C2)C=2C(N(C1=CC=CC=C1N2)CC(C2=CC=CC=C2)=O)=O)F